1-(2-{[1-(4-chlorophenyl)-4-methyl-1H-1,2,3-triazol-5-yl]methoxy}-5,6,7,8-tetrahydro-1,6-naphthyridin-6-yl)-2-methoxyethan-1-one ClC1=CC=C(C=C1)N1N=NC(=C1COC1=NC=2CCN(CC2C=C1)C(COC)=O)C